(2S,3R)-2-methylazetidine-3-carbonitrile C[C@@H]1NC[C@H]1C#N